BrCC1=CC(=NC=C1)C1=NC=CC(=C1)C 4-(bromomethyl)-4'-methyl-2,2'-bipyridine